CN(CC(=O)O)C 2-(dimethyl-amino)acetic acid